phenylethylcumylphenol C1(=CC=CC=C1)CCC=1C(=C(C=CC1)O)C(C)(C)C1=CC=CC=C1